(1S,2S,3S,4R)-3-benzyl-3-ethylbicyclo[2.2.1]heptan-2-amine C(C1=CC=CC=C1)[C@@]1([C@H]([C@H]2CC[C@@H]1C2)N)CC